7-Cyclopentyl-2-{6-[4-(2-hydroxyethyl)-piperazin-1-yl]-pyridazin-3-ylamino}-7H-pyrrolo[2,3-d]pyrimidine-6-carboxylic acid dimethylamide CN(C(=O)C1=CC2=C(N=C(N=C2)NC=2N=NC(=CC2)N2CCN(CC2)CCO)N1C1CCCC1)C